(R)-1-(((7-(8-ethyl-7-fluoro-3-(methoxymethoxy)naphthalen-1-yl)-8-fluoro-4-(1-oxa-6-azaspiro[3.5]nonan-6-yl)pyrido[4,3-d]pyrimidin-2-yl)oxy)methyl)cyclopropane-1-carbaldehyde C(C)C=1C(=CC=C2C=C(C=C(C12)C1=C(C=2N=C(N=C(C2C=N1)N1C[C@]2(CCO2)CCC1)OCC1(CC1)C=O)F)OCOC)F